(S)-6-(cyclopropylmethoxy)-N-(1-hydroxy-4-methylpent-2-yl)-5-(pyrrolidin-1-yl)picolinamide C1(CC1)COC1=C(C=CC(=N1)C(=O)N[C@H](CO)CC(C)C)N1CCCC1